2-fluoro-3-(5-methylthiazol-2-yl)-5-(((S)-tetrahydrofuran-3-yl)methoxy)-N-((R)-1-(2-(trifluoromethyl)pyrimidin-5-yl)ethyl)benzamide FC1=C(C(=O)N[C@H](C)C=2C=NC(=NC2)C(F)(F)F)C=C(C=C1C=1SC(=CN1)C)OC[C@@H]1COCC1